tert-Butyl N-[4-cyano-5-[6-[2-[[3-(1,1-dimethylpropyl)isoxazol-5-yl]amino]-1-methyl-2-oxo-ethyl]-3-pyridyl]-2-isopropyl-pyrazol-3-yl]carbamate C(#N)C1=C(N(N=C1C=1C=NC(=CC1)C(C(=O)NC1=CC(=NO1)C(CC)(C)C)C)C(C)C)NC(OC(C)(C)C)=O